(E)-4-[4-(3-chloro-10,11-dihydro-5H-dibenzo[b,f]azepin-5-yl)butylamino]-N-(2-phenylethyloxy)-but-2-enamide ClC=1C=CC2=C(N(C3=C(CC2)C=CC=C3)CCCCNC/C=C/C(=O)NOCCC3=CC=CC=C3)C1